2-phenyl-4-(trimethylgermyl)pyridine C1(=CC=CC=C1)C1=NC=CC(=C1)[Ge](C)(C)C